6-(4-(((2-(2,6-dioxopiperidin-3-yl)-4-fluoro-1,3-dioxoisoindoline-5-yl)methyl)(Methyl)amino)piperidin-1-yl)-2-(4-phenoxyphenyl)nicotinamide O=C1NC(CCC1N1C(C2=CC=C(C(=C2C1=O)F)CN(C1CCN(CC1)C1=NC(=C(C(=O)N)C=C1)C1=CC=C(C=C1)OC1=CC=CC=C1)C)=O)=O